FC1=C(C=CC(=C1)C1=CC=C(C=C1)O)C1=CC=C(C=C1)O 2-fluoro-1,4-phenylene-bis(4-hydroxybenzene)